N,N-dimethyl-2-(1-(1-oxo-1,2-dihydroisoquinolin-4-yl)ethylamino)acetamide CN(C(CNC(C)C1=CNC(C2=CC=CC=C12)=O)=O)C